p-terphenyl-4,4'-dicarboxylic acid C1(=CC=C(C=C1)C(=O)O)C1=CCC(C=C1)(C1=CC=CC=C1)C(=O)O